C(=O)(O)CN(CC(=O)O)CC1=NC2=C3N=C(C=CC3=CC=C2C=C1)CN(CC(=O)O)CC(=O)O 2,9-bis[N,N-bis(carboxymethyl)aminomethyl]-1,10-phenanthroline